CSC1=NC=C(C=N1)C(=O)[O-] 2-(methylthio)pyrimidine-5-carboxylate